γ-hydroxy-proline OC1C[C@H](NC1)C(=O)O